C(C(=C)C)(=O)OCC(CCl)O Chloro-2-hydroxy-propyl methacrylate